C(C)OC(=O)C=1C(=NC(=NC1)SC)N[C@H]1[C@](CCC1)(C)O 4-(((1R,2R)-2-hydroxy-2-methylcyclopentyl)amino)-2-(methylthio)pyrimidine-5-carboxylic acid ethyl ester